(R)-3-(4-cyclopropylphenyl)-2-methylpropionaldehyde C1(CC1)C1=CC=C(C=C1)C[C@H](C=O)C